ClC=1C=CC(=C(C1)NC(C(=O)O)=O)OC(F)(F)F 2-((5-chloro-2-(trifluoromethoxy)phenyl)amino)-2-oxoacetic acid